The molecule is a diterpenoid isolated from the aerial parts of Ajuga bracteosa and has been shown to exhibit antifeedant activity against Spodoptera littoralis. It has a role as a plant metabolite and an antifeedant. It is a furofuran, an acetate ester, a diterpenoid, a spiro-epoxide and a cyclic acetal. CCC(C)C(=O)O[C@H]1[C@@H](C[C@@H]2[C@@]([C@@H](C[C@@H]([C@]2([C@@]13CO3)COC(=O)C)OC(=O)C)C)(C)[C@@H]4C[C@H]5C=CO[C@H]5O4)O